BrC=1C(=NC=C(C1NCC1=C(C=C(C=C1F)SC)F)[N+](=O)[O-])C 3-bromo-N-(2,6-difluoro-4-(methylthio)benzyl)-2-methyl-5-nitropyridin-4-amine